FC(CO)(F)C=1C(=C(C=CC1)C(C)NN1C=C(O[C@@H](C1)C)C)F (R)-4-((1-(3-(1,1-difluoro-2-hydroxyethyl)-2-fluorophenyl)ethyl)amino)-2,6-dimethyl-6H-[1,4]oxazine